C(#N)C=1C(=NC=CC1)SC(C(CC)C(C#N)C#N)C1=CC=CC=C1 2-[1-[(3-cyano-2-pyridinyl)sulfanyl-phenyl-methyl]propyl]malononitrile